C(C1=CC=CC=C1)N(C(C)=O)C(C)C=1C(=NC(=NC1)SC)NC=1C=C(C=CC1)NC(OC(C)(C)C)=O tert-butyl (3-((5-(1-(N-benzylacetamido)ethyl)-2-(methylthio)pyrimidin-4-yl)amino)phenyl)carbamate